CN[C@@H](CC(C)C)C(=O)O (S)-N-methylleucine